N-(1-(amino-methyl)cyclopropyl)-4-((3-(2,3-difluoro-4-methoxy-phenyl)imidazo[1,2-a]pyrazin-8-yl)amino)-2-ethylbenzamide hydrochloride Cl.NCC1(CC1)NC(C1=C(C=C(C=C1)NC=1C=2N(C=CN1)C(=CN2)C2=C(C(=C(C=C2)OC)F)F)CC)=O